ethyl 2-[cyclopropyl(difluoro)methyl]-4-phenoxy-pyrimidine-5-carboxylate C1(CC1)C(C1=NC=C(C(=N1)OC1=CC=CC=C1)C(=O)OCC)(F)F